N-[[2-Chloro-3-[(phenylamino)methylene]-1-cyclohexen-1-yl]methylene]benzenamine ClC1=C(CCCC1=CNC1=CC=CC=C1)C=NC1=CC=CC=C1